C\1(=C/CC\C=C\CC\C=C/CC1)/C(C)=O 1-((1Z,5E,9Z)-cyclododeca-1,5,9-trien-1-yl)ethan-1-one